3,5-dichloro-4-((dimethylamino)(dimethyliminio)methoxy)benzenesulfonate ClC=1C=C(C=C(C1OC(=[N+](C)C)N(C)C)Cl)S(=O)(=O)[O-]